1-benzyl-3-(2-(1,4-bis(isopentyloxy)naphthalen-2-yl)-2-oxoethyl)-1H-imidazol-3-ium bromide [Br-].C(C1=CC=CC=C1)N1C=[N+](C=C1)CC(=O)C1=C(C2=CC=CC=C2C(=C1)OCCC(C)C)OCCC(C)C